N-[2-[but-3-enoyl-[(3-chlorophenyl)methyl]amino]ethyl]carbamic acid tert-butyl ester C(C)(C)(C)OC(NCCN(CC1=CC(=CC=C1)Cl)C(CC=C)=O)=O